C(C)OC(CCNC(C1=CC=C(C=C1)N[C@@H](C(=O)NC1=CC(=CC(=C1)F)F)CC1=CC=C(C=C1)C=1OC2=C(C1)C=CC=C2)=O)=O.BrC=2C=CC=1N(C3=CC=C(C=C3C1C2)Br)C2=CC=C(C=C2)C(C)(C)C 3,6-dibromo-9-(4-tert-butylphenyl)carbazole Ethyl-(R)-3-(4-((3-(4-(benzofuran-2-yl)phenyl)-1-((3,5-difluorophenyl)amino)-1-oxopropan-2-yl)amino)benzamido)propanoate